C1(=CC(=CC=C1)C=1OCCN1)C=1OCCN1 (1,3-phenylene)-bis(2-oxazoline)